CC=1C=NN2C1C(=NC(=C2)C=2C=NN(C2)C)O[C@H]2[C@H]1CN(C[C@H]1C2)C(=O)OC(C)(C)C |r| rac-tert-butyl (1S,5R,6R)-6-((3-methyl-6-(1-methyl-1H-pyrazol-4-yl)pyrazolo[1,5-a]pyrazin-4-yl)oxy)-3-azabicyclo[3.2.0]heptane-3-carboxylate